C(C1=CC=CC=C1)OC1=C2C(=C(N(C2=CC=C1)C1=CC(=C(C=C1)F)F)C1CCOCC1)C1=C(C=C(C(=O)OC)C=C1)C#N methyl 4-[4-benzyloxy-1-(3,4-difluorophenyl)-2-tetrahydropyran-4-yl-indol-3-yl]-3-cyano-benzoate